FC1CC(N(C1)C(CN1CCC(CC1)OC1=CC=NC2=CC=C(C=C12)F)=O)C#N 4-fluoro-1-(2-(4-((6-fluoroquinolin-4-yl)oxy)piperidin-1-yl)acetyl)pyrrolidine-2-carbonitrile